C(#N)C1C2CN(CC(C1)N2C(C)(C)C2=CC=CC=C2)C(=O)OC(C)(C)C tert-butyl 6-cyano-8-(2-phenylpropan-2-yl)-3,8-diazabicyclo[3.2.1]octane-3-carboxylate